NC1CCC(CC1)NC=1C2=C(N=C(N1)NC1=CC=C(C=C1)N1CCN(CC1)C)NC=C2C=O (4-(((1s,4s)-4-aminocyclohexyl)amino)-2-((4-(4-methylpiperazin-1-yl)phenyl)amino)-7H-pyrrolo[2,3-d]pyrimidin-5-yl)methanone